CCCCCC(/C=C/C=C\\C/C=C\\C/C=C\\CCCC(=O)SCCNC(=O)CCNC(=O)[C@@H](C(C)(C)COP(=O)(O)OP(=O)(O)OC[C@@H]1[C@H]([C@H]([C@@H](O1)N2C=NC3=C(N=CN=C32)N)O)OP(=O)(O)O)O)O The molecule is an unsaturated fatty acyl-CoA that results from the formal condensation of the thiol group of coenzyme A with the carboxy group of 15-hydroxy-(5Z,8Z,11Z,13E)-icosatetraenoic acid. It is a hydroxy fatty acyl-CoA, a long-chain fatty acyl-CoA and an unsaturated fatty acyl-CoA. It derives from a (5Z,8Z,11Z,13E)-15-HETE. It is a conjugate acid of a 15-hydroxy-(5Z,8Z,11Z,13E)-icosatetraenoyl-CoA(4-).